CC=1N=NN(C1COC=1C=C2CCN(CC2=CN1)C1COC1)C=1C=NC(=CC1)C 6-{[4-methyl-1-(6-methylpyridin-3-yl)-1H-1,2,3-triazol-5-yl]methoxy}-2-(oxetan-3-yl)-1,2,3,4-tetrahydro-2,7-naphthyridine